3-{[5-(3,4-difluorophenyl)pyridin-3-yl]oxy}-5-(5-methane-sulfonyl-2,3-dihydro-1H-isoindol-2-yl)benzonitrile FC=1C=C(C=CC1F)C=1C=C(C=NC1)OC=1C=C(C#N)C=C(C1)N1CC2=CC=C(C=C2C1)S(=O)(=O)C